BrC1=C(C=CC=C1OC)C(=O)N1C[C@H]2CO[C@@H](CN2CC1)C1=CC(=C(C=C1)F)Cl |r| (2-Bromo-3-methoxyphenyl)-[rac-(3R,9aS)-3-(3-chloro-4-fluorophenyl)-3,4,6,7,9,9a-hexahydro-1H-pyrazino[2,1-c][1,4]oxazin-8-yl]methanon